2-decyl-2-phenylpropionate C(CCCCCCCCC)C(C(=O)[O-])(C)C1=CC=CC=C1